tert-butyl (2-methyl-1-oxo-1-(3-phenylpiperazin-1-yl)propan-2-yl)carbamate CC(C(N1CC(NCC1)C1=CC=CC=C1)=O)(C)NC(OC(C)(C)C)=O